[N+](=O)([O-])C1=C(C=C(C=C1)F)OC 2-nitro-5-fluoroanisole